FC(C(=O)O)(F)F.NCC1=CC(=NC=C1)OC1CN(CCC1)C(=O)NC1=CC=CC=C1 3-((4-(Aminomethyl)pyridin-2-yl)oxy)-N-phenylpiperidine-1-carboxamide trifluoroacetate